2-(2-phenylquinolin-7-yl)-4,5,6,7-tetrahydropyrazolo[1,5-a]pyrimidine-3-carboxamide C1(=CC=CC=C1)C1=NC2=CC(=CC=C2C=C1)C1=NN2C(NCCC2)=C1C(=O)N